NC1=C(C=C(C=C1Br)Br)C(C)=O 1-(2-amino-3,5-dibromophenyl)ethan-1-one